ClC=1C(=C(CNC(CN[C@H]2[C@@H](CCC2)O)=O)C=CC1)F N-(3-chloro-2-fluorobenzyl)-2-(((1R,2R)-2-hydroxycyclopentyl)amino)acetamide